chloro-2-((3,4-difluoro-2-methylphenyl)amino)-5-fluorobenzoic acid ClC=1C(=C(C(=O)O)C=C(C1)F)NC1=C(C(=C(C=C1)F)F)C